FC(C1=CN=C(S1)NC(CC1=NN(C=C1)C1=NC(=CC=C1)COC(C)(C(C)(C)C)C)=O)(F)F N-[5-(trifluoromethyl)-1,3-thiazol-2-yl]-2-[1-(6-[(2,3,3-trimethylbutan-2-yl)oxy]methylpyridin-2-yl)-1H-pyrazol-3-yl]acetamide